C(CCCCCCCCCCCCCCCCCCCCCCCCCCCCC(=O)O)(=O)O triacontandioic acid